FC(C(=O)OCC)(F)SC1=CC=CC=C1 ethyl α,α-difluoro(phenylthio)acetate